2-(4-fluoro-2-methoxy-3-methyl-phenyl)-4,4,5,5-tetramethyl-1,3,2-dioxaborolane FC1=C(C(=C(C=C1)B1OC(C(O1)(C)C)(C)C)OC)C